2-[[4-amino-8-(cis-4-aminocyclohexoxy)spiro[6H-benzo[h]quinazoline-5,1'-cyclopentane]-7-yl]amino]acetic acid NC1=NC=NC=2C3=C(CC4(CCCC4)C12)C(=C(C=C3)O[C@@H]3CC[C@@H](CC3)N)NCC(=O)O